2-(3,4-dimethoxyphenyl)-5-(piperidin-4-yl)-6-(trifluoromethyl)-1H-benzo[d]imidazole dihydrochloride Cl.Cl.COC=1C=C(C=CC1OC)C1=NC2=C(N1)C=C(C(=C2)C2CCNCC2)C(F)(F)F